N-(piperidin-4-ylmethyl)heptanamide N1CCC(CC1)CNC(CCCCCC)=O